IC=1C=C(C=CC1C)C=1C(=NC=CC1C(F)(F)F)C(=O)N (3-iodo-4-methylphenyl)-4-(trifluoromethyl)pyridineamide